C(=O)(O)CONC=1C(=C(C2=CC3=CC=CC=C3[NH+]=C2C1)C)C carboxymethoxylamino-dimethyl-acridinium